N-(2-((Bis(pyridin-2-ylmethyl)amino)methyl)quinolin-8-yl)-4-(trifluoromethyl)benzenesulfonamide N1=C(C=CC=C1)CN(CC1=NC=CC=C1)CC1=NC2=C(C=CC=C2C=C1)NS(=O)(=O)C1=CC=C(C=C1)C(F)(F)F